N,N-dibenzyl-2-(4-methoxy-2H-1,2,3-triazol-2-yl)ethan-1-amine C(C1=CC=CC=C1)N(CCN1N=CC(=N1)OC)CC1=CC=CC=C1